FC(C1=CC=CC(=N1)C)(F)F 6-(Trifluoromethyl)-2-Methylpyridine